CC1=NOC(=N1)C1=C(C(=O)NC=2C=C3CCC(NC3=CC2)=O)C=CC=C1 2-(3-methyl-1,2,4-oxadiazol-5-yl)-N-(2-oxo-3,4-dihydro-1H-quinolin-6-yl)benzamide